7-azido-3-chloro-2,9-dimethyl-6,7-dihydro-5H-imidazo[1,2-a][1,3]diazepin-8-one N(=[N+]=[N-])C1C(N(C=2N(CC1)C(=C(N2)C)Cl)C)=O